N-(4-bromo-2,5-dimethylphenyl)-1-(1-methoxypropan-2-yl)-1H-pyrazolo[4,3-b]pyridin-5-amine BrC1=CC(=C(C=C1C)NC1=CC=C2C(=N1)C=NN2C(COC)C)C